2-[(1S)-1-cyclohexylethoxy]-5-fluoro-N-(5-methoxypyrimidin-4-yl)-4-(3-oxo-5,6,7,8-tetrahydro[1,2,4]triazolo[4,3-a]pyridin-2(3H)-yl)benzamide C1(CCCCC1)[C@H](C)OC1=C(C(=O)NC2=NC=NC=C2OC)C=C(C(=C1)N1N=C2N(CCCC2)C1=O)F